C(C)(C)(C)C(C1=CC=CC=C1)(O)C(C)(C)C bis-tert-butylhydroxytoluene